methyl (2R,3S,5R)-2-(((6-(4-(difluoromethyl)-5-fluoropyrimidin-2-yl)bicyclo[4.1.0]heptan-3-yl)oxy)methyl)-5-methyl-3-(methylsulfonamido)pyrrolidine-1-carboxylate FC(C1=NC(=NC=C1F)C12CCC(CC2C1)OC[C@@H]1N([C@@H](C[C@@H]1NS(=O)(=O)C)C)C(=O)OC)F